(S)-4-(2-amino-3-hydroxy-2-methylpropanoyl)-N-(1-(4-((4-aminopiperidin-1-yl)methyl)phenyl)-2-oxo-1,2-dihydropyrimidin-4-yl)piperazine-1-carboxamide hydrochloride salt Cl.N[C@](C(=O)N1CCN(CC1)C(=O)NC1=NC(N(C=C1)C1=CC=C(C=C1)CN1CCC(CC1)N)=O)(CO)C